COC(/C=C/C=1C=C(C=CC1)CC(=O)O)=O (E)-2-(3-(3-methoxy-3-oxoprop-1-en-1-yl)phenyl)acetic acid